8-amino-2-bromo-5-hydroxy-4-imino-6-[(3-(trimethylammonio)phenyl)amino]-1(4H)-naphthalinone chloride [Cl-].NC=1C=C(C(=C2C(C=C(C(C12)=O)Br)=N)O)NC1=CC(=CC=C1)[N+](C)(C)C